2-((1r,4S)-4-ethoxycyclohexylamino)-4-((S)-tetrahydro-2H-pyran-3-ylamino)pyrimidine-5-carboxamide C(C)OC1CCC(CC1)NC1=NC=C(C(=N1)N[C@@H]1COCCC1)C(=O)N